COC1=CC=C(C=C1)C=1SC(=CN1)CC=1C(=NC2=CC=CC=C2N1)C1=NC=CC=C1C ((2-(4-methoxyphenyl)thiazol-5-yl)methyl)-(3-methylpyridin-2-yl)quinoxaline